NC=1C=C(C=CC1)C1=NN2C(COC3=C(C2)C=CC(=C3)NC(C)=O)=C1 N-(2-(3-Aminophenyl)-4H,10H-benzo[f]pyrazolo[5,1-c][1,4]oxazepin-7-yl)acetamide